N1=NN=CC(=C1)C(=O)N triazine-5-carboxamide